bis(isopropylcyclopentadienyl)(diethyl-acetamido)yttrium C(C)(C)C1(C=CC=C1)[Y](NC(C(CC)CC)=O)C1(C=CC=C1)C(C)C